Para-fluorotoluene FC1=CC=C(C)C=C1